3,3-dimethyl-6-(4,4,5,5-tetramethyl-1,3,2-dioxaborolan-2-yl)indolin CC1(CNC2=CC(=CC=C12)B1OC(C(O1)(C)C)(C)C)C